(S)-2-(6-methyl-4-oxopyrrolo[1,2-d][1,2,4]triazin-3(4H)yl)-N-(1-(pyridin-2-yl)ethyl)acetamide CC1=CC=C2N1C(N(N=C2)CC(=O)N[C@@H](C)C2=NC=CC=C2)=O